N[C@@H](CNC(OCC1=CC=CC=C1)=O)CN1C(C2=CC3=C(N=CC=C3N2CC1)OCC(F)(F)F)=O benzyl N-[(2S)-2-amino-3-[10-oxo-6-(2,2,2-trifluoroethoxy)-1,5,11-triazatricyclo[7.4.0.02,7]trideca-2,4,6,8-tetraen-11-yl]propyl]carbamate